C(CCCCCCCCCCC)OC(C1=CC=CC=C1)=O benzoic acid lauryl ester